C1(=CC=CC=C1)C1=CC=CC=C1 para-Biphenyl